(S)-1-(6-(4-((2-((1-amino-1-oxo-3-phenylpropan-2-yl)amino)-2-oxoethyl)carbamoyl)phenoxy)hexyl)-3-benzyl-1H-imidazol-3-ium Bromide [Br-].NC([C@H](CC1=CC=CC=C1)NC(CNC(=O)C1=CC=C(OCCCCCCN2C=[N+](C=C2)CC2=CC=CC=C2)C=C1)=O)=O